(R)-(6,6-difluoro-2-azaspiro[3.3]heptan-2-yl)(5-methyl-6-(3-(2-methylmorpholino)-7,8-dihydro-1,6-naphthyridin-6(5H)-yl)pyridazin-3-yl)methanone FC1(CC2(CN(C2)C(=O)C=2N=NC(=C(C2)C)N2CC=3C=C(C=NC3CC2)N2C[C@H](OCC2)C)C1)F